C(C)(C)C1C=C(CC1)CC(C=O)C (±)-3-(3-isopropyl-1-cyclopenten-1-yl)-2-methylpropionaldehyde